FC=1C=CC(=C(CC2(CC2)N)C1)OC 1-(5-fluoro-2-methoxybenzyl)cyclopropan-1-amine